(2E)-1-[2-Hydroxy-4-(2-methylpropoxy)phenyl]-3-(4-methylphenyl)prop-2-en-1-one OC1=C(C=CC(=C1)OCC(C)C)C(\C=C\C1=CC=C(C=C1)C)=O